C(C)(C)(C)OOC(C)(CC)OOC(C)(C)C 2,2-di(t-butyl-peroxy)butane